[Si](C)(C)(C(C)(C)C)OCC(C)C1=CN=C(S1)S(=O)(=O)NC(CC1=C(C=C(C=C1C(C)C)F)C(C)C)=O N-(5-(1-(tert-butyldimethylsilyloxy)propan-2-yl)thiazol-2-ylsulfonyl)-2-(4-fluoro-2,6-diisopropylphenyl)acetamide